NC=1N=C(C2=C(N1)C=CN2CC2=C(C=C(C=C2)COCCOCCOCCNC(OC(C)(C)C)=O)OC)NCCCCC tert-butyl N-[2-(2-{2-[(4-{[2-amino-4-(pentylamino)-5H-pyrrolo[3,2-d]pyrimidin-5-yl]methyl}-3-methoxyphenyl)methoxy]ethoxy}ethoxy)ethyl]carbamate